4,4'-[1-{4-(1-[4-hydroxyphenyl]-1-methylethyl)phenyl}ethylene]bisphenol titanium (IV) [Ti+4].OC1=CC=C(C=C1)C(C)(C)C1=CC=C(C=C1)C(CC1=CC=C(C=C1)O)C1=CC=C(C=C1)O